ClC1=CC=C(C=C1)N1C(=NC=2NC(N(C(C12)=O)CC(=O)N)=O)C1=C(C=C(C=C1)F)F 2-[7-(4-chlorophenyl)-8-(2,4-difluorophenyl)-2,6-dioxo-3H-purin-1-yl]acetamide